(S,E)-4-(8-amino-3-(1-(4-methoxybut-2-enoyl)piperidin-2-yl)imidazo[1,5-a]pyrazin-1-yl)-N-(pyrimidin-2-yl)benzamide NC=1C=2N(C=CN1)C(=NC2C2=CC=C(C(=O)NC1=NC=CC=N1)C=C2)[C@H]2N(CCCC2)C(\C=C\COC)=O